N1(CCCC1)CCCN(CCC(=O)OCCC1=CN=NN1CCCCCCCCCCC)CCC(=O)OCCC1=CN=NN1CCCCCCCCCCC bis(2-(1-undecyl-1H-1,2,3-triazol-5-yl)ethyl) 3,3'-((3-(pyrrolidin-1-yl)propyl)azanediyl)dipropionate